BrC=1C=CC2=C(N=C(S2)NC(OC(C)(C)C)=O)C1 tert-butyl N-(5-bromo-1,3-benzothiazol-2-yl)carbamate